4-[1,3-Dioxo-5-(1H-[1,2,3]triazol-4-yl)-1,3-dihydroisoindol-2-yl]biphenyl-3-carboxylic acid 2-morpholin-4-yl-ethyl ester N1(CCOCC1)CCOC(=O)C=1C=C(C=CC1N1C(C2=CC=C(C=C2C1=O)C=1N=NNC1)=O)C1=CC=CC=C1